(R)-tert-butyl 3-(2-(N,N-bis(4-methoxybenzyl)sulfamoyl)-3-(2-(4-methoxybenzyl)-2H-tetrazol-5-yl)-4-(2-thioxoimidazolidin-1-yl)phenylsulfonamido)pyrrolidine-1-carboxylate COC1=CC=C(CN(S(=O)(=O)C2=C(C=CC(=C2C=2N=NN(N2)CC2=CC=C(C=C2)OC)N2C(NCC2)=S)S(=O)(=O)N[C@H]2CN(CC2)C(=O)OC(C)(C)C)CC2=CC=C(C=C2)OC)C=C1